The molecule is an azaphilone that is 7,8-dihydro-6H-2-benzopyran substituted by a methyl group at position 7, oxo groups at positions 6 and 8, a propenyl group at position 3 and a (2,4-dihydroxy-6-methylbenzoyl)oxy group at position 7. It is an azaphilone and a beta-diketone. C/C=C/C1=CC2=CC(=O)C(C(=O)C2=CO1)(C)OC(=O)C3=C(C=C(C=C3C)O)O